2-cyclopentylidene-hexanal C1(CCCC1)=C(C=O)CCCC